ethanidate [CH2-]C(=O)[O-]